FC=1C=CC(=NC1)C=1C=C(C=2OCCNC2N1)NC1=CC=NC=C1 N-[6-(5-fluoropyridin-2-yl)-2H,3H,4H-pyrido[3,2-b][1,4]-oxazin-8-yl]pyridin-4-amine